(7-(6-(bis(4-methoxybenzyl)amino)-3-iodo-4-methylpyridin-2-yl)-8-fluoro-2-(((S)-1-methylpyrrolidin-2-yl)methoxy)pyrido[4,3-d]pyrimidin-4-yl)-3-methylpiperidin-3-ol COC1=CC=C(CN(C2=CC(=C(C(=N2)C2=C(C=3N=C(N=C(C3C=N2)N2CC(CCC2)(O)C)OC[C@H]2N(CCC2)C)F)I)C)CC2=CC=C(C=C2)OC)C=C1